O[C@@H]1[C@@H](N(CC1)C(=O)OC(C)(C)C)C tert-butyl (2S,3S)-3-hydroxy-2-methylpyrrolidine-1-carboxylate